4-oxo-5-(2-phenylpyridin-4-yl)-4,5-dihydro-3H-1-thia-3,5,8-triazaAcenaphthene-2-carboxylic acid O=C1NC2C(SC=3N=CC=C(N1C1=CC(=NC=C1)C1=CC=CC=C1)C32)C(=O)O